N-(3-hydroxy-9-hexadecenoyl)glycine OC(CC(=O)NCC(=O)O)CCCCCC=CCCCCCC